N-(3-(4-((3-methyl-4-((3-methyl-3H-imidazo[4,5-b]pyridin-6-yl)oxy)phenyl)amino)pyrido[3,2-d]pyrimidin-6-yl)allyl)acrylamide CC=1C=C(C=CC1OC=1C=C2C(=NC1)N(C=N2)C)NC=2C1=C(N=CN2)C=CC(=N1)C=CCNC(C=C)=O